C(=O)N1CC(CC1)C(=O)O 1-FORMYLPYRROLIDINE-3-CARBOXYLIC ACID